FC=1C=C(C=C2C(=CC(=NC12)C)C#N)C1=NC(=NC=C1F)NC1CCN(CC1)S(=O)(=O)C 8-Fluoro-6-(5-fluoro-2-((1-(methylsulfonyl)piperidin-4-yl)amino)pyrimidin-4-yl)-2-methylquinoline-4-carbonitrile